3,3-diaminobenzidine tetrachloride [Cl-].[Cl-].[Cl-].[Cl-].NC1(CC(=CC=C1N)C1=CC=C(N)C=C1)N